Methyl 4-(3-ethoxy-8-azabicyclo[3.2.1]octane-1-yl)benzoate C(C)OC1CC2(CCC(C1)N2)C2=CC=C(C(=O)OC)C=C2